N#[N+][17O-] nitrous oxide-17O